COC1=CC=C(C2=C1NC(=N2)NC(C2=CC=C(C=C2)CN2C(CCC2)=O)=O)C2=CC=CC=C2 N-(7-methoxy-4-phenyl-1H-1,3-benzodiazol-2-yl)-4-[(2-oxopyrrolidin-1-yl)methyl]benzamide